ClC=1C(=NC(=NC1)N[C@H](CO)C)C1=CNC2=C(C=CC=C12)P(C)(C)=O (S)-(3-(5-Chloro-2-((1-hydroxypropan-2-yl)amino)pyrimidin-4-yl)-1H-indol-7-yl)dimethyl-Phosphine oxide